FC=1C(=C(C=C(C1)C)O)C1=C2C(=C(N=N1)N[C@H]1CN(CCC1)CCO)C=NC=C2 3-fluoro-2-(4-{[(3R)-1-(2-hydroxyethyl)piperidin-3-yl]amino}pyrido[3,4-d]pyridazin-1-yl)-5-methylphenol